N1C=C(C=2C1=NC=CC2)N2CCN(CC2)CC=2C=C1C(N(C(C1=CC2)=O)N2C(NC(CC2)=O)=O)=O 5-((4-(1H-pyrrolo[2,3-b]pyridin-3-yl)piperazin-1-yl)methyl)-2-(2,4-dioxotetrahydropyrimidine-1(2H)-yl)isoindoline-1,3-dione